NC1=CC=C(C=C1)C1=NN2C(N=CC(=C2)C(=O)C2=C(C=CC(=C2)[N+](=O)[O-])O)=C1 (2-(4-aminophenyl)pyrazolo[1,5-a]pyrimidin-6-yl)(2-hydroxy-5-nitrophenyl)methanone